C(C1=CC=CC=C1)[C@H]1N(CCN(C1)S(=O)(=O)C1=NC=CC=C1)C1=NC=C2C(=N1)N(N=C2C=2C(=C(C(=C(C2)C(F)(F)F)F)O)F)C (R)-3-(6-(2-Benzyl-4-(pyridin-2-ylsulfonyl)piperazin-1-yl)-1-methyl-1H-pyrazolo[3,4-d]pyrimidin-3-yl)-2,6-difluoro-5-(trifluoromethyl)phenol